4-(2-(2-hydroxy-5-methylphenyl)-2-(4-fluorophenyl)ethyl)-1-methylpiperidine OC1=C(C=C(C=C1)C)C(CC1CCN(CC1)C)C1=CC=C(C=C1)F